2-(2-((5-bromo-1-isopropyl-1H-indazol-3-yl)methoxy)phenyl)acetic acid ethyl ester C(C)OC(CC1=C(C=CC=C1)OCC1=NN(C2=CC=C(C=C12)Br)C(C)C)=O